(3-((tert-Butyldimethylsilyl)oxy)-2-oxopropyl)piperidine-1,4-dicarboxylic acid 1-(tert-butyl) ester 4-methyl ester COC(=O)C1CC(N(CC1)C(=O)OC(C)(C)C)CC(CO[Si](C)(C)C(C)(C)C)=O